[Cu].[Fe].[Si] silicon-iron-copper